(S)-2-((R)-chromane-4-carboxamido)-9-(5,6,7,8-tetrahydro-1,8-naphthyridin-2-yl)nonanoic acid O1CC[C@H](C2=CC=CC=C12)C(=O)N[C@H](C(=O)O)CCCCCCCC1=NC=2NCCCC2C=C1